oxo-benzoxazepin O=C1NOC2=C(C=C1)C=CC=C2